CC(C)(C)[S@@](=O)NC(C)C=1C=C2C=CN(C2=CC1)C(=O)C1CCOCC1 (R)-2-methyl-N-(1-(1-(tetrahydro-2H-pyran-4-carbonyl)indol-5-yl)ethyl)propane-2-sulfinylamine